1-(6-(4-isopropyl-4H-1,2,4-triazol-3-yl)pyridin-2-yl)-3-(quinolin-5-yl)urea C(C)(C)N1C(=NN=C1)C1=CC=CC(=N1)NC(=O)NC1=C2C=CC=NC2=CC=C1